IC1=CC=C(C=C1)I 2,5-Diiodobenzene